[Si](C)(C)(C(C)(C)C)OC1=C2CN(C(C2=CC(=C1CCO)OC)=O)CCC1=CC=CC=C1 4-((tert-butyldimethylsilyl)oxy)-5-(2-hydroxyethyl)-6-methoxy-2-phenethyl-isoindolin-1-one